5-[1-[2,4-dimethyl-5-(1,1,2-trifluoropropoxy)pyrazol-3-yl]pyrazol-4-yl]-2-fluoro-N-(1-cyanocyclopropyl)benzamide CN1N=C(C(=C1N1N=CC(=C1)C=1C=CC(=C(C(=O)NC2(CC2)C#N)C1)F)C)OC(C(C)F)(F)F